N-(cis-4-cyclopropyl-4-hydroxycyclohexyl)-4-(furo[3,2-c]pyridin-4-yl)benzamide C1(CC1)C1(CCC(CC1)NC(C1=CC=C(C=C1)C1=NC=CC2=C1C=CO2)=O)O